4-bromo-2-nitro-1H-imidazole BrC=1N=C(NC1)[N+](=O)[O-]